(R)-4-(3,3-Difluoroazetidin-1-yl)-N-(3-hydroxy-4-(4-(2-methoxyphenyl)piperazin-1-yl)butyl)cyclohexane-1-carboxamide FC1(CN(C1)C1CCC(CC1)C(=O)NCC[C@H](CN1CCN(CC1)C1=C(C=CC=C1)OC)O)F